C1(CCC1)N1C(=NC2=C1C=CC(=C2)C(F)(F)F)C=2N(C(C(=C(N2)C(=O)NC=2C=NOC2)O)=O)C 2-(1-cyclobutyl-5-(trifluoromethyl)-1H-benzo[d]imidazol-2-yl)-5-hydroxy-N-(isoxazol-4-yl)-1-methyl-6-oxo-1,6-dihydropyrimidine-4-carboxamide